(1-(4-nitrophenyl)-1H-pyrazol-3-yl)methanol [N+](=O)([O-])C1=CC=C(C=C1)N1N=C(C=C1)CO